FC=1C(=CC2=CN(N=C2C1)C)B1OC(C(O1)(C)C)(C)C 6-Fluoro-2-methyl-5-(4,4,5,5-tetramethyl-1,3,2-dioxaborolan-2-yl)indazole